C(C1=CC=CC=C1)(C1=CC=CC=C1)C=1C=C(C=C(C1)C(C1=CC=CC=C1)C1=CC=CC=C1)C1=C(C=CC=C1)P(C1=CC=CC=C1)C(C)(C)C [3',5'-bis(benzhydryl)-biphenyl-2-yl]-tert-butylphenyl-phosphine